3-(3-fluoro-9H-carbazol-9-yl)-2-propanol FC=1C=CC=2N(C3=CC=CC=C3C2C1)CC(C)O